2-(3-fluoro-5-(isoxazol-4-ylmethyl)-2-methoxyphenyl)-2-((R)-3-((5-(5,6,7,8-tetrahydro-1,8-naphthyridin-2-yl)pentyl)oxy)pyrrolidin-1-yl)acetic acid FC=1C(=C(C=C(C1)CC=1C=NOC1)C(C(=O)O)N1C[C@@H](CC1)OCCCCCC1=NC=2NCCCC2C=C1)OC